carbonylbis(triphenylphosphine) rhodium (I) chloride [Rh]Cl.C(=O)(P(C1=CC=CC=C1)(C1=CC=CC=C1)C1=CC=CC=C1)P(C1=CC=CC=C1)(C1=CC=CC=C1)C1=CC=CC=C1